N1N=CC(=C1)C1=CC=C2C=NC(=NN21)N[C@H]2[C@@H](COCC2)O (3S,4R)-4-((7-(1H-pyrazol-4-yl)pyrrolo[2,1-f][1,2,4]triazin-2-yl)amino)tetrahydro-2H-pyran-3-ol